N1=CC(=CC=C1)N1CCCC1 (pyridin-3-yl)pyrrolidin